C1(CC=CCC1)CO Cyclohex-3-en-1-ylmethanol